CC1=C(C=O)C=CC(=N1)N1CCC(CC1)N1CCN(CC1)C methyl-6-(4-(4-methylpiperazin-1-yl)piperidin-1-yl)nicotinaldehyde